BrC=1C=C(C=C(C1)O)O 5-bromobenzene-1,3-diol